C1(=CC=CC=C1)C1=CC=C(N=N1)NC1CC(CC1)C(=O)OC Methyl 3-((6-phenylpyridazin-3-yl)amino)cyclopentane-1-carboxylate